OCC1(CN(CCC1)C(=O)OC(C)(C)C)CCCC1=CC=CC=C1 tert-butyl 3-(hydroxymethyl)-3-(3-phenylpropyl)piperidine-1-carboxylate